ClCOC=1C=C(C(=O)ON=C(C2=CC=NC=C2)N)C(=CC1)OCCl N'-((3,6-dichloromethoxybenzoyl)oxy)isonicotinamidine